TRICYCLO[5.2.1.0~2,6~]DEC-4-EN-8-YL ACETATE C(C)(=O)OC1C2C3C=CCC3C(C1)C2